Cl.FC(F)N1CCCC1 (S)-(difluoromethyl)pyrrolidine hydrochloride